F\C=C\C(F)(F)F trans-1,3,3,3-tetrafluoro-1-propene